ISOAMYLBUTYRATE C(CC(C)C)OC(CCC)=O